C(#N)C=1C=C(C(=NC1)COC1=CC=CC(=N1)C1=CC(=C(C=C1F)CC=1N(C2=C(N1)C=CC(=C2)C(=O)O)CCOC)F)F 2-[[4-[6-[(5-cyano-3-fluoro-2-pyridyl)methoxy]-2-pyridyl]-2,5-difluoro-phenyl]methyl]-3-(2-methoxyethyl)benzimidazole-5-carboxylic acid